ClC1=C(C=C(C=C1)[C@](CS(=O)(=O)N)(C)O)C=1N=NN(N1)CC1=C(C=CC(=C1)OC(F)(F)F)F (S)-2-(4-chloro-3-(2-(2-fluoro-5-(trifluoromethoxy)benzyl)-2H-tetrazol-5-yl)phenyl)-2-hydroxypropane-1-sulfonamide